(2R,3S)-methyl-3-(2-iodophenyl)-2,3-dihydroxypropionate COC([C@@H]([C@@H](O)C1=C(C=CC=C1)I)O)=O